C1N(CC2=CC=CC=C12)C(=O)[O-] 2,3-dihydro-1H-isoindole-2-carboxylate